[2-(4,4-Difluoroazepan-1-yl)-5,6,7,8-tetrahydroquinolin-3-yl]boric acid FC1(CCN(CCC1)C1=NC=2CCCCC2C=C1OB(O)O)F